CC(CC(C)=O)(C)OOC(C)(C)CC 4-methyl-4-(tert-amyl-peroxy)-2-pentanone